(2,2,6,6-tetramethyl-3,5-heptanedione) lithium [Li].CC(C)(C(CC(C(C)(C)C)=O)=O)C